C(C1=CC=CC=C1)NC(SC)=NC1=C(C=CC=C1)C=1C=NN(C1)C(=O)[O-] 4-((((benzylamino) (methylthio) methylene) amino) phenyl)-1H-pyrazole-1-carboxylate